di-lithium bis-hydroxyethyl terephthalate C(C1=CC=C(C(=O)OCCO)C=C1)(=O)OCCO.[Li].[Li]